C([C@@H]1[C@H]([C@@H]([C@H]([C@@H](O1)OC[C@@H]2[C@H]([C@@H]([C@H](C(O2)O)N)O)O)N)O)O)O The molecule is an amino disaccharide consisting of 2-amino-2-deoxy-beta-D-glucopyranose and 2-amino-2-deoxy-D-glucopyranose residues joined in sequence by a (1->6) glycosidic bond. It is an aminoglycoside, an amino disaccharide and a primary amino compound. It derives from a 2-amino-2-deoxy-D-glucopyranose and an octadeca-9,11-dienoate.